rac-(7S)-7-tert-butyl-N-[rac-(1R)-3-(4-hydroxy-1-piperidyl)-1-[3-[[rac-(3S)-1-methylpyrrolidin-3-yl]carbamoyl]phenyl]propyl]-5,6,7,8-tetrahydrothiazolo[5,4-b]quinoline-2-carboxamide C(C)(C)(C)[C@@H]1CC=2C=C3C(=NC2CC1)SC(=N3)C(=O)N[C@H](CCN3CCC(CC3)O)C3=CC(=CC=C3)C(N[C@@H]3CN(CC3)C)=O |r|